5-[2-[4-[(3S)-3-pyrazin-2-yl-1,2-oxazolidine-2-carbonyl]piperidin-1-yl]pyrimidin-4-yl]-5-azaspiro[2.5]octan-4-one N1=C(C=NC=C1)[C@H]1N(OCC1)C(=O)C1CCN(CC1)C1=NC=CC(=N1)N1C(C2(CC2)CCC1)=O